7-((1s,4s)-4-(1-(tert-butyl)-3-(trifluoromethyl)-1H-pyrazol-5-yl)cyclohexyl)-2-thia-7-azaspiro[3.5]nonane 2,2-dioxide C(C)(C)(C)N1N=C(C=C1C1CCC(CC1)N1CCC2(CS(C2)(=O)=O)CC1)C(F)(F)F